C1(CC1)C1=CC=C2C(=N1)CN(C2=O)C=2C=NC(=CC2)N[C@@H]2C[C@H](CC2)NC2=NN1C(C=C(C=C1)C(F)(F)F)=N2 2-Cyclopropyl-6-(6-(((1S,3S)-3-((7-(trifluoromethyl)-[1,2,4]triazolo[1,5-a]pyridin-2-yl)amino)cyclopentyl)amino)pyridin-3-yl)-6,7-dihydro-5H-pyrrolo[3,4-b]pyridin-5-one